methyl ((1R,3R)-3-(6-chloro-3-(methyl-d3)-2-oxo-2,3-dihydro-1H-imidazo[4,5-c]pyridin-1-yl)cyclopentyl-1-d)carbamate ClC1=CC2=C(C=N1)N(C(N2[C@H]2C[C@](CC2)([2H])NC(OC)=O)=O)C([2H])([2H])[2H]